NCCOC1=CC=C(C=C1)C=1C=C(C2=CN(N=C2C1Cl)[C@@H](C(=O)NC=1SC=CN1)C1=C2N(C=N1)C[C@@H](C2)F)Cl |&1:20| rac-2-(6-(4-(2-Aminoethoxy)phenyl)-4,7-dichloro-2H-indazol-2-yl)-2-((R)-6-fluoro-6,7-dihydro-5H-pyrrolo[1,2-c]imidazol-1-yl)-N-(thiazol-2-yl)acetamide